CC1(CCC(C2=CC=CC=C12)(C1=CC=CC=C1)C)C 1,1,4-trimethyl-4-phenyl-1,2,3,4-tetrahydronaphthalene